Cl.C(#C)C1CNCCC1 3-ethynyl-piperidine hydrochloride